COCC1=NN(N=C1)C1=C(C=CC(=C1)[N+](=O)[O-])C 4-(methoxymethyl)-2-(2-methyl-5-nitro-phenyl)triazole